1-(6-chloro-5-fluoropyridin-3-yl)-3-(3-methyl-3-(4-(trifluoromethyl)phenoxy)butyl)guanidine ClC1=C(C=C(C=N1)NC(=N)NCCC(C)(OC1=CC=C(C=C1)C(F)(F)F)C)F